1-(2-Chlorophenyl)-7-cyclopropyl-2-oxo-4-((2-(trifluoromethyl)pyridin-4-yl)amino)-1,2-dihydroquinazolin-6-carbonitrile ClC1=C(C=CC=C1)N1C(N=C(C2=CC(=C(C=C12)C1CC1)C#N)NC1=CC(=NC=C1)C(F)(F)F)=O